C(C)NC(OC1=C(C=C(C=C1C=O)C(NC=1SC(=CN1)C1=CC(=CC=C1)N1CCCC1)=O)F)=O 2-fluoro-6-formyl-4-((5-(3-(pyrrolidin-1-yl)phenyl)thiazol-2-yl)carbamoyl)phenyl ethylcarbamate